FCCCN1CC(C1)CC1=CC=C(C=C1)C1=CCCCC2=C1C=CC(=C2C)C(=O)OC methyl 9-(4-((1-(3-fluoropropyl)azetidin-3-yl)methyl)phenyl)-4-methyl-6,7-dihydro-5H-benzo[7]annulene-3-carboxylate